tert-butyl-4-{2-[2-(2,6-dioxopiperidin-3-yl)-1-oxo-2,3-dihydro-1H-isoindol-5-yl]ethynyl}-[1,4'-bipiperidine] C(C)(C)(C)C1N(CCC(C1)C#CC=1C=C2CN(C(C2=CC1)=O)C1C(NC(CC1)=O)=O)C1CCNCC1